5-(1-(3,3-difluorocyclobutyl)-1H-benzo[d][1,2,3]triazol-6-yl)-N-((3R,4S)-3-fluoro-1-methylpiperidin-4-yl)-4-methoxypyrrolo[2,1-f][1,2,4]triazin-2-amine FC1(CC(C1)N1N=NC2=C1C=C(C=C2)C=2C=CN1N=C(N=C(C12)OC)N[C@@H]1[C@@H](CN(CC1)C)F)F